FC1(CN(CCC1)CCCOC1=NC=C(C=C1NS(=O)(=O)C)C1=CC=2C3=C(C=NC2C=C1)N(C(C31CCC1)=O)C)F N-(2-(3-(3,3-Difluoropiperidin-1-yl)propoxy)-5-(3'-methyl-2'-oxo-2',3'-dihydrospiro[cyclobutane-1,1'-pyrrolo[2,3-c]quinolin]-8'-yl)pyridin-3-yl)methanesulfonamide